2-(4-chlorophenyl)-N-(1-((dimethylamino)methyl)cyclopropyl)-2-methylpropanamide ClC1=CC=C(C=C1)C(C(=O)NC1(CC1)CN(C)C)(C)C